FC1=C(C(=C(C2=C(C(=C(C(=C12)F)F)CCC#N)F)F)F)CCC#N (perfluoronaphthalene-2,6-diyl)dipropionitrile